azobenzol N(=NC1=CC=CC=C1)C1=CC=CC=C1